tert-butyl 9-((methylamino) methyl)-3-azaspiro[5.5]undecane-3-carboxylate CNCC1CCC2(CCN(CC2)C(=O)OC(C)(C)C)CC1